(S)-5-(5-(3,5-dimethylisoxazol-4-yl)-1-(2-oxaspiro[3.3]heptan-6-yl)-1H-benzo[d]imidazol-2-yl)-1-(3-fluoro-4-methoxyphenyl)pyrrolidin-2-one CC1=NOC(=C1C1=CC2=C(N(C(=N2)[C@@H]2CCC(N2C2=CC(=C(C=C2)OC)F)=O)C2CC3(COC3)C2)C=C1)C